C(C)S(=O)(=O)C1=C(N=C2N1C=C(C=C2F)C(F)(F)F)C2=NC=1C(=NC=C(C1)C(F)(F)F)N2C 2-[3-ethylsulfonyl-8-fluoro-6-(tri-fluoromethyl)imidazo[1,2-a]pyridin-2-yl]-3-methyl-6-(trifluoromethyl)imidazo[4,5-b]pyridine